[OH-].[Y+3].[OH-].[OH-] yttrium(III) hydroxide